4-[4-[3-Fluoro-4-(5-hydroxypyridin-3-yl)benzoyl]piperazin-1-yl]benzoic acid FC=1C=C(C(=O)N2CCN(CC2)C2=CC=C(C(=O)O)C=C2)C=CC1C=1C=NC=C(C1)O